COC1=C(C(=O)N)C=C(C=N1)NC(C(=O)N1[C@H](CC[C@@H](C1)C)C1=CC(=CC=C1)OC[C@H]1N(CCC1)C)=O 2-methoxy-5-(2-((2R,5S)-5-methyl-2-(3-(((S)-1-methylpyrrolidin-2-yl)methoxy)phenyl)piperidin-1-yl)-2-oxoacetamido)nicotinamide